CC1(C(N(C(N1)=O)C=1C=NC(=CC1)OC=1C=C2C(=CC1)COC21CCC1)=O)C 5,5-dimethyl-3-(6-spiro[1H-isobenzofuran-3,1'-cyclobutane]-5-yloxy-3-pyridinyl)imidazolidine-2,4-dione